2-[(4-cyclohexylphenyl)amino]-6-(2,6-dichlorophenyl)imidazo[1,2-a]pyrimido[5,4-e]pyrimidin-5(6H)-one C1(CCCCC1)C1=CC=C(C=C1)NC=1N=CC=2C(N(C=3N(C2N1)C=CN3)C3=C(C=CC=C3Cl)Cl)=O